FC1=CC=C(C=C1)N1C(SC(=C1C=1C=C(C(=O)NCCCCC2=CC=CC=C2)C=CC1)C)=O 3-(3-(4-fluorophenyl)-5-methyl-4-thiazolinonyl)-N-(4-phenylbutyl)benzamide